FC=1C=C(C=CC1)[C@@H](C)N (R)-1-(3-fluorophenyl)ethan-1-amine